C(#N)CCCN(\N=N\N(C)CCCN=[N+]=[N-])C (E)-1-(3-cyanopropyl)-4-(3-azidopropyl)-1,4-dimethyltetrazene